Benzyl (N-(((3aR,4R,6R,6aR)-6-(6-((tert-butoxycarbonyl)amino)-9H-purin-9-yl)-2,2-di-methyltetrahydrofuro[3,4-d][1,3]dioxol-4-yl)methyl)-N-methylsulfamoyl)carbamate C(C)(C)(C)OC(=O)NC1=C2N=CN(C2=NC=N1)[C@@H]1O[C@@H]([C@@H]2[C@H]1OC(O2)(C)C)CN(S(=O)(=O)NC(OCC2=CC=CC=C2)=O)C